C12(CCC(CC1)(CC2)CN)CN bicyclo[2.2.2]octane-1,4-dimethylamine